C(C)(C)(C)OC(C(CCC)C)=O 2-methylpentanoic acid tert-butyl ester